2-(6-[3-methoxypropyl]-2-naphthyl)ethylamine COCCCC=1C=C2C=CC(=CC2=CC1)CCN